C1(CC1)COC1=CC=C(C(=C1COC=1C(=CC(=C(C1)N1C(NC=2C(C1=O)=C(SC2)CO)=O)F)OC)F)F 3-(5-((6-(cyclopropylmethoxy)-2,3-difluorobenzyl)oxy)-2-fluoro-4-methoxyphenyl)-5-(hydroxymethyl)thieno[3,4-d]pyrimidine-2,4(1H,3H)-dione